FC(C1CN(CC1)C(=O)N)(F)F 3-(trifluoromethyl)pyrrolidine-1-carboxamide